[K].CC1=CC=CC=2NN=NC21 methyl-benzotriazole potassium salt